FC=1C=2N(C=C(C1)NC(=O)C=1C=CC(=C3N=CC=NC13)N1CC(N(CC1)C(=O)OC(C)(C)C)C)C=C(N2)C tert-butyl 4-[8-({8-fluoro-2-methylimidazo[1,2-a]pyridin-6-yl}carbamoyl)quinoxalin-5-yl]-2-methylpiperazine-1-carboxylate